bismuth 1,2-ethanedithiol C(CS)S.[Bi]